CN(S(=O)(=O)C=1C=C(C=CC1)N1N=C(C(C1=O)C(=O)OC1=CC=C(C=C1)[N+](=O)[O-])C)C 4-nitrophenyl 1-(3-(N,N-dimethylsulfamoyl) phenyl)-3-methyl-5-oxo-4,5-dihydro-1H-pyrazole-4-carboxylate